6-[5-METHYL-3-(TRIFLUOROMETHYL)PYRAZOL-1-YL]-N-(1-METHYLINDAZOL-7-YL)PYRIDINE-3-SULFONAMIDE CC1=CC(=NN1C1=CC=C(C=N1)S(=O)(=O)NC=1C=CC=C2C=NN(C12)C)C(F)(F)F